C(CCCCCCCCC)OC1=CC=C2C(C=COC2=C1)=O 7-n-Decyloxychromone